C(C1=CC=CC=C1)N1N=C(C2=C(C=CC=C12)NS(=O)(=O)C=1C=NN(C1)C(C1=CC=CC=C1)(C1=CC=CC=C1)C1=CC=CC=C1)C N-(1-benzyl-3-methylindazol-4-yl)-1-(triphenylmethyl)pyrazole-4-sulfonamide